Cl.C(C)(C)(C)NC1CN(CC1)C=1SC=2N=C(SC2N1)C1=NC=C(C=N1)C=1C=NNC1 N-tert-butyl-1-{5-[5-(1H-pyrazol-4-yl)pyrimidin-2-yl][1,3]thiazolo[5,4-d][1,3]thiazol-2-yl}pyrrolidin-3-amine hydrochloride